1,2,3,4-tetrahydroisoquinoline-4-carboxylate C1NCC(C2=CC=CC=C12)C(=O)[O-]